O[C@@H]1C[C@@H](N(C1)C(=O)OC(C)(C)C)C tert-Butyl (2S,4R)-4-hydroxy-2-methylpyrrolidine-1-carboxylate